2-(2-(4,4-Difluoropiperidin-1-yl)-6-methylpyrimidin-4-yl)-5-(4-(methylsulfonyl)-2-(6-azaspiro[2.5]octan-6-yl)phenyl)-1,3,4-oxadiazole FC1(CCN(CC1)C1=NC(=CC(=N1)C=1OC(=NN1)C1=C(C=C(C=C1)S(=O)(=O)C)N1CCC2(CC2)CC1)C)F